C1(CC1)C=1N=CN(C1)C=1C2=C(SC1C(=O)Cl)C=CC=C2 (4-cyclopropyl-1H-imidazol-1-yl)benzo[b]thiophene-2-carbonyl chloride